ONC(CCCCCCNC(=O)N1CC2=C(N(C=3C=CC=CC23)CC2CC2)CC1)=O N-(7-(hydroxyamino)-7-oxoheptyl)-5-(cyclopropylmethyl)-1,3,4,5-tetrahydro-2H-pyrido[4,3-b]indole-2-carboxamide